5-(Bromomethyl)-2-(3-methylcyclohex-2-en-1-yl)benzene-1,3-diol BrCC=1C=C(C(=C(C1)O)C1C=C(CCC1)C)O